3-(1-(cyclopropylamino)-2-methylpropyl)-2-fluorobenzonitrile C1(CC1)NC(C(C)C)C=1C(=C(C#N)C=CC1)F